(1r,3r)-3-((5-(1-(2,2-difluoroethyl)-1H-benzo[d][1,2,3]triazol-6-yl)-6-fluoro-4-methoxypyrrolo[2,1-f][1,2,4]triazin-2-yl-7-d)amino)-1-methylcyclobutan-1-ol FC(CN1N=NC2=C1C=C(C=C2)C=2C(=C(N1N=C(N=C(C12)OC)NC1CC(C1)(O)C)[2H])F)F